BrC1=CN=C2N1N=C(C=C2[C@@H]2[C@H](C2)C(C)C)C=2C(NC(NC2)=O)=O 5-(3-Bromo-8-((1S,2R)-2-isopropylcyclopropyl)imidazo[1,2-b]pyridazin-6-yl)pyrimidine-2,4(1H,3H)-dione